C(C=C)N1N(C2=NC(=NC=C2C1=O)NC1=CC=C(C=C1)N1CC(C1)CO)C1=CC=C2C(=N1)[C@@](CC2)(O)CC (R)-2-allyl-1-(7-ethyl-7-hydroxy-6,7-dihydro-5H-cyclopenta[b]pyridin-2-yl)-6-((4-(3-(hydroxymethyl)azetidin-1-yl)phenyl)amino)-1,2-dihydro-3H-pyrazolo[3,4-d]pyrimidin-3-one